1-(3-aminophenyl)-3-cyclopropyl-1-phenylpropan-1-ol NC=1C=C(C=CC1)C(CCC1CC1)(O)C1=CC=CC=C1